CCCCCCCCCCC[C@H](CC(=O)N[C@@H]1[C@H]([C@@H]([C@H](O[C@@H]1OP(=O)([O-])[O-])CO[C@H]2[C@@H]([C@H]([C@@H]([C@H](O2)CO[C@@]3(C[C@H]([C@H]([C@H](O3)[C@@H](CO)O)O)O[C@@]4(C[C@H]([C@H]([C@H](O4)[C@@H](CO[C@@]5(C[C@H]([C@H]([C@H](O5)[C@@H](CO)O)O)O)C(=O)[O-])O)O)O)C(=O)[O-])C(=O)[O-])OP(=O)([O-])[O-])OC(=O)C[C@@H](CCCCCCCCCCC)O)NC(=O)C[C@@H](CCCCCCCCCCC)O)O)OC(=O)C[C@@H](CCCCCCCCCCC)O)O The molecule is a lipid IVA oxoanion obtained by deprotonation of the phospho and carboxy groups of alpha-Kdo-(2->8)-alpha-Kdo-(2->4)-alpha-Kdo-(2->6)-lipid IVA; major species at pH 7.3. It is a conjugate base of an alpha-Kdo-(2->8)-alpha-Kdo-(2->4)-alpha-Kdo-(2->6)-lipid IVA.